N-[4-(3-chloro-5-cyanophenoxy)-3-sulfamoylphenyl]-2-(2-chlorophenyl)acetamide ClC=1C=C(OC2=C(C=C(C=C2)NC(CC2=C(C=CC=C2)Cl)=O)S(N)(=O)=O)C=C(C1)C#N